CC1=C(C=C(C=C1)NC(C1=NC=C(C(=C1)C(F)(F)F)OC1COC1)=O)NC1=NC=CC=C1C1=C2N=CN(C2=NC=N1)C1OCCCC1 N-(4-methyl-3-((3-(9-(tetrahydro-2H-pyran-2-yl)-9H-purin-6-yl)pyridin-2-yl)amino)phenyl)-5-(oxetan-3-yloxy)-4-(trifluoromethyl)picolinamide